isopropyl-pyridone C(C)(C)C=1C(NC=CC1)=O